COC(C(CC(CCCCC=C)C)C)=O 2,4-dimethyl-9-decenoic acid methyl ester